OC([C@@H](C)NC(OCCCC)=O)(C)C butyl N-[(1R)-2-hydroxy-1,2-dimethyl-propyl]carbamate